7-(4-(1-methyl-1H-pyrazol-4-yl)benzyl)furo[3,2-b]pyridine-5-carboxylic acid methyl ester COC(=O)C1=CC(=C2C(=N1)C=CO2)CC2=CC=C(C=C2)C=2C=NN(C2)C